FC(CCO)(C(C(C(F)(F)F)(F)F)(F)F)F 3,3,4,4,5,5,6,6,6-nonafluorohexane-1-ol